C1(=CC(=CC(=C1)OC1=C(C=C(C=C1)C1=C2C(NC(C2=CC=C1C(=O)O)=O)=O)C(F)(F)F)OC1=C(C=C(C=C1)C1=C2C(NC(C2=CC=C1C(=O)O)=O)=O)C(F)(F)F)OC1=C(C=C(C=C1)C1=C2C(NC(C2=CC=C1C(=O)O)=O)=O)C(F)(F)F 2''-((benzene-1,3,5-triyltri(oxy))tris(3-(trifluoromethyl)benzene-4,1-diyl))tris(1,3-dioxoisoindole-5-carboxylic acid)